C=1(C(=CC(=CC1)O)O)C=1C(=CC(=CC1)O)O [1,1'-biphenyl]-2,2',4,4'-tetraol